N1=C(C=CC2=CC=C3C(=C12)C=CC=C3)[Rh]C3(C(=C(C(=C3C)C)C)C)C benzo[h]quinolyl-pentamethylcyclopentadienyl-rhodium